COCC1=CC=CC(=N1)CN1N=NC(=C1)C1=NC(=NC(=C1)C1=CC=C(C=C1)F)N 4-(1-{[6-(methoxymethyl)-2-pyridinyl]methyl}-1H-1,2,3-triazol-4-yl)-6-(p-fluorophenyl)-2-pyrimidinylamine